C(C)C1OCCN(C1)C1=NC=CC=C1CN (2-(2-ethylmorpholino)pyridin-3-yl)methanamine